2-((3R,4S)-3-aminotetrahydro-2H-pyran-4-yl)-3-bromo-5-chloro-N-(furan-2-ylmethyl)thieno[3,2-b]pyridin-7-amine trifluoroacetate FC(C(=O)O)(F)F.N[C@H]1COCC[C@@H]1C1=C(C2=NC(=CC(=C2S1)NCC=1OC=CC1)Cl)Br